BrCCC1=CC(=CC=C1)OC 2-bromo-1-(3-methoxyphenyl)ethane